C1C(CC12CCNCC2)N2CCC(CC2)C2=CC=C1C(=NN(C1=C2)C)C2C(NC(CC2)=O)=O 3-(6-(1-(7-azaspiro[3.5]nonan-2-yl)piperidin-4-yl)-1-methyl-1H-indazol-3-yl)piperidine-2,6-dione